ClC1=C(C=CC=C1)C1=NC=2N(C(N(C(C2N1C1=CC=C(C=C1)Cl)=O)C(C(=O)N)C)=O)CC1CCNCC1 2-[8-(2-chlorophenyl)-7-(4-chlorophenyl)-2,6-dioxo-3-(piperidin-4-ylmethyl)purin-1-yl]Propionamide